dibutyltin didecanate C(CCCCCCCCC)(=O)[O-].C(CCCCCCCCC)(=O)[O-].C(CCC)[Sn+2]CCCC